11-Ketoandrostenedione O=C1[C@@H]2[C@]3(CCC(C=C3CC[C@H]2[C@@H]2CCC([C@@]2(C)C1)=O)=O)C